C(CC)N1CCCNCCNCCNCCCCNC2=C1C=CC=C2 propylhexadecahydrobenzo[l][1,4,7,11,14]pentaazacyclooctadecine